C(C)N1N=C(C(=C1)F)[S@](=O)(N)=NC(NC1=C2C(=NC3=C1CCC3)[C@@H](CC2)C)=O |o1:8| (S) or (R)-1-ethyl-4-fluoro-N'-(((R)-3-methyl-1,2,3,5,6,7-hexahydrodicyclopenta[b,e]pyridin-8-yl)carbamoyl)-1H-pyrazole-3-sulfonimidamide